tert-Butyl-(5S)-2-{[1-(4-methoxyphenyl)cyclopropyl]methyl}-3-oxo-2,3,5,6,7,8-hexahydro[1,2,4]triazolo[4,3-a]pyridine-5-carboxylate C(C)(C)(C)OC(=O)[C@@H]1CCCC=2N1C(N(N2)CC2(CC2)C2=CC=C(C=C2)OC)=O